ClC1=NC2=CN=CC(=C2C=C1)OCC1=CC=C(C=C1)OC 2-chloro-5-((4-methoxybenzyl)oxy)-1,7-naphthyridine